C(#N)C=1C=C(C=CC1)C1=C(C(=CC=2ONOC21)OC2=C(C=C(C=C2)F)C)C(=O)N (3-cyanophenyl)-6-(4-fluoro-2-methylphenoxy)benzo[d][1,3]dioxazole-5-carboxamide